CNC=1N=CC(=C2C=C(N=CC12)NC(=O)C1CC1)C#CC1=NC=C(C=C1)OCC1COC1 N-(8-(methylamino)-5-((5-(oxetan-3-ylmethoxy)pyridin-2-yl)ethynyl)-2,7-naphthyridin-3-yl)cyclopropanecarboxamide